3-[(1S)-2-benzyloxy-1-methyl-ethyl]-8-(3-fluorophenyl)-6-[4-(trifluoromethoxy)phenyl]pyrido[3,4-d]pyrimidin-4-one C(C1=CC=CC=C1)OC[C@H](C)N1C=NC2=C(C1=O)C=C(N=C2C2=CC(=CC=C2)F)C2=CC=C(C=C2)OC(F)(F)F